2-(4-(4-(4-(benzhydryl)piperidin-1-yl)butanoyl)phenyl)-2-methylpropanoic acid methanesulfonate CS(=O)(=O)O.C(C1=CC=CC=C1)(C1=CC=CC=C1)C1CCN(CC1)CCCC(=O)C1=CC=C(C=C1)C(C(=O)O)(C)C